ClC=1C(=NN(C1)CC1=CC(C(=C(N1CC)C1=CC(=C(C=C1)Cl)Cl)C(=O)O)=O)C 6-[(4-chloro-3-methyl-pyrazol-1-yl)methyl]-2-(3,4-dichlorophenyl)-1-ethyl-4-oxo-pyridine-3-carboxylic acid